ClC1=C(C=CC=2C3=C(NC12)CCN(C3C(F)F)C(=O)C3=NC=C(C=N3)OC)Cl (6,7-dichloro-1-(difluoromethyl)-1,3,4,5-tetrahydro-2H-pyrido[4,3-b]indol-2-yl)(5-methoxypyrimidin-2-yl)methanone